NC1=CC=2C(C=N1)=NN(C2)C2CCC(CC2)CO [4-(5-aminopyrazolo[3,4-c]pyridin-2-yl)cyclohexyl]methanol